C1(CC1)CCC(C1=NC2=C(N1C)C=CC=C2)NC(=O)C=2NC=1CC(CC(C1C2C)=O)(C)C N-[3-cyclopropyl-1-(1-methylbenzoimidazol-2-yl)propyl]-3,6,6-trimethyl-4-oxo-5,7-dihydro-1H-indole-2-carboxamide